C(C)OC(CC)(C)C 3-ethoxy-3-methylbutan